CC1=CC=CC(=N1)CC=O 2-(6-methyl-pyridin-2-yl)acetaldehyde